The molecule is a N-acyl-4-hydroxy-15-methylhexadecasphinganine in which the acyl group has 28 carbons and 0 double bonds and is 2-hydroxylated. It derives from a 15-methylhexadecaphytosphingosine. CCCCCCCCCCCCCCCCCCCCCCCCCCC(C(=O)N[C@@H](CO)[C@@H]([C@@H](CCCCCCCCCCC(C)C)O)O)O